O1C=NC=C1 1,3-oxazol